O1CCOC2=C1C=CC(=C2)N=C2NC(NC2)=O 4-[2,3-dihydro-benzo[1,4]dioxin-6-ylimino]-imidazolidin-2-one